C(C1=CC=CC=C1)N1C([C@H]2N(CCC[C@H]2C1=O)C(=O)OC(C)(C)C)=O tert-butyl (4aR-7aS)-6-benzyl-octahydro-5,7-dioxopyrrolo[3,4-b]pyridine-1-carboxylate